(R)-4-(3-(2,4-dichlorophenyl)-2,3-dihydrobenzo[b][1,4]dioxin-5-yl)piperidine 3-bromo-2,2-dimethylpropyl-acetate BrCC(CCC(=O)O)(C)C.ClC1=C(C=CC(=C1)Cl)[C@H]1OC2=C(OC1)C=CC=C2C2CCNCC2